ClC1=CC(=C(C=C1)N[C@H](C)C=1C=C(C(=C2C(N(C(=NC12)C1CCOCC1)C)=O)F)C)S(=O)(=O)C (R)-8-(1-((4-Chloro-2-(methylsulfonyl)phenyl)amino)ethyl)-5-fluoro-3,6-dimethyl-2-(tetrahydro-2H-pyran-4-yl)quinazolin-4(3H)-one